BrC=1C=C(C=CC1)CC(=O)N1CC2=C(CCC1)N=C(NC2=O)C2(CC2)C2=CC(=CC=C2)Cl 6-(2-(3-bromophenyl)acetyl)-2-(1-(3-chlorophenyl)cyclopropyl)-3,5,6,7,8,9-hexahydro-4H-pyrimido[5,4-c]azepin-4-one